C12COCC(CN(C1)CCCCCN1C3=CC=C(C=C3OC=3C=C(C=CC13)C=1C=C3C=NNC3=CC1)C=1C=C3C=NNC3=CC1)C2 10-(5-(3-oxa-7-azabicyclo[3.3.1]nonan-7-yl)pentyl)-3,7-di(1H-indazol-5-yl)-10H-phenoxazine